2-bromo-2-(5-fluoro-2-(tetrahydro-2H-pyran-2-yl)phenyl)acetic acid methyl ester COC(C(C1=C(C=CC(=C1)F)C1OCCCC1)Br)=O